C(COCCC#N)OCCC#N 3'-[1,2-ethanediylbis(oxy)]bis-propionitrile